C(C)O[Si](OCC)(OCC)CCCNCCCCCC[Si](OCC)(C)C (triethoxysilylpropyl)-(dimethylethoxysilylhexyl)amine